ClC1=C(C=C(C=2C=NNC12)NCCOCCCCNCC1=CC(=C(C(=C1)F)OC(F)(F)F)F)C1=CC=NC=C1 7-chloro-N-(2-(4-((3,5-difluoro-4-(trifluoromethoxy)benzyl)amino)butoxy)ethyl)-6-(pyridin-4-yl)-1H-indazol-4-amine